nickel manganese cobalt aluminum oxide [O-2].[Al+3].[Co+2].[Mn+2].[Ni+2]